1-((S)-2-(2,3-dihydroxybenzamido)-3,3-dimethylbutanoyl)-4-hydroxy-N-(4-(4-methylthiazol-5-yl)benzyl)pyrrolidine-2-carboxamide OC1=C(C(=O)N[C@H](C(=O)N2C(CC(C2)O)C(=O)NCC2=CC=C(C=C2)C2=C(N=CS2)C)C(C)(C)C)C=CC=C1O